diazabicyclo-[3.2.1]octane N12NCCC(CC1)C2